N1(CCCC2=CC=CC=C12)C(=O)C1=NC(=CN=C1)N1N=CC(=C1)C (3,4-Dihydroquinolin-1(2H)-yl)(6-(4-methyl-1H-pyrazol-1-yl)pyrazin-2-yl)-methanone